(2S,4R)-1-((S)-2-azido-3-methylbutanoyl)-4-hydroxy-N-((R)-2-hydroxy-1-(4-(pyridin-3-yl)phenyl)ethyl)pyrrolidine-2-carboxamide N(=[N+]=[N-])[C@H](C(=O)N1[C@@H](C[C@H](C1)O)C(=O)N[C@@H](CO)C1=CC=C(C=C1)C=1C=NC=CC1)C(C)C